nonamethylene glycol C(CCCCCCCCO)O